The molecule is a disaccharide derivative consisting of a beta-D-glucosyl residue glycosidically linked to a 5-aminopentyl group and which carries at O-3 an alpha-L-rhamnosyl residue. It is a disaccharide derivative and a glycoside. C[C@H]1[C@@H]([C@H]([C@H]([C@@H](O1)O[C@H]2[C@@H]([C@H](O[C@H]([C@@H]2O)OCCCCCN)CO)O)O)O)O